(S)-1-(8-((2-amino-3-chloropyridin-4-yl)thio)imidazo[1,2-c]pyrimidin-5-yl)-4'h,6'h-spiro[piperidin-4,5'-pyrrolo[1,2-b]pyrazol]-4'-amine NC1=NC=CC(=C1Cl)SC=1C=2N(C(=NC1)N1CCC3([C@@H](C=4N(N=CC4)C3)N)CC1)C=CN2